3-(3-(difluoromethoxy)-5-fluorophenyl)-5-(3-(trifluoromethyl)phenylsulfonyl)-6,6a,7,8,9,10-hexahydro-5H-pyrazino[1,2-a]pyrido[3,2-e]pyrazine FC(OC=1C=C(C=C(C1)F)C1=CC=2N(CC3N(C2N=C1)CCNC3)S(=O)(=O)C3=CC(=CC=C3)C(F)(F)F)F